N-[6-[5-(difluoromethyl)-1,2,4-oxadiazol-3-yl]-2H,3H-furo[3,2-b]pyridin-3-yl]-2-methylpyridin-4-carboxamide FC(C1=NC(=NO1)C=1C=C2C(=NC1)C(CO2)NC(=O)C2=CC(=NC=C2)C)F